COC=1C=C(C=C(C1)OC(F)(F)F)N[C@H]1CN(CC1)C(=O)OC(C)(C)C tert-Butyl (R)-3-((3-methoxy-5-(trifluoromethoxy)phenyl)amino)pyrrolidine-1-carboxylate